ClCC1=NC(=NC(=N1)CCl)CCl tris(chloromethyl)1,3,5-triazine